(5S)-5-[(1R)-1-Amino-2-[tert-butyl(diphenyl)silyl]oxy-ethyl]-1-(6-tert-butyl-5-methyl-pyrrolo[2,3-b]pyrazin-3-yl)-6,6-dimethyl-heptan-1-one N[C@@H](CO[Si](C1=CC=CC=C1)(C1=CC=CC=C1)C(C)(C)C)[C@@H](CCCC(=O)C1=CN=C2C(=N1)N(C(=C2)C(C)(C)C)C)C(C)(C)C